tert-Butyl 2-(6-amino-3-phenoxy-2-(trifluoromethyl)phenyl)-2,9-diazaspiro[5.5]undecane-9-carboxylate NC1=CC=C(C(=C1N1CC2(CCC1)CCN(CC2)C(=O)OC(C)(C)C)C(F)(F)F)OC2=CC=CC=C2